N1=C(C=CC=C1)C(CC(=O)C1=NC=CC=C1)=O 1,3-Di-(2-pyridyl)-1,3-propandion